C(C)(C)(C)OC(=O)N1C=C(C=2C1=NC=CC2)C=2CNC[C@H](C2)C (S)-3-(5-methyl-1,2,5,6-tetrahydropyridin-3-yl)-1H-pyrrolo[2,3-b]Pyridine-1-carboxylic acid tert-butyl ester